1-ethyl-3-butyl-sulfonic acid C(C)CCC(C)S(=O)(=O)O